trimethoxy-4-vinylphenylsilane CO[Si](C1=CC=C(C=C1)C=C)(OC)OC